C1(=CC=CC=C1)S(=O)(=O)N1C=CC=2C1=NC=CC2B2OC(C(O2)(C)C)(C)C 1-(Benzenesulfonyl)-4-(4,4,5,5-tetramethyl-1,3,2-dioxaborolan-2-yl)pyrrolo[2,3-b]pyridine